benzo[h]isoquinolin-3-yl trifluoromethanesulfonate FC(S(=O)(=O)OC=1N=CC2=C3C(=CC=C2C1)C=CC=C3)(F)F